C(C(C)C)N([SiH2]CC[SiH2]N(CC(C)C)CC(C)C)CC(C)C 1,4-bis(di-iso-butylamino)-1,4-disilabutane